3-[7-[[2-(3,4-Difluorophenyl)cyclopropyl]amino]-5-[(3,3,3-trifluoropropyl)thio]-3H-1,2,3-triazolo[4,5-d]pyrimidin-3-yl]-5-(hydroxymethyl)-cyclopentane-1,2-diol FC=1C=C(C=CC1F)C1C(C1)NC=1C2=C(N=C(N1)SCCC(F)(F)F)N(N=N2)C2C(C(C(C2)CO)O)O